ClC1([C@H]([C@@H]1C1=CC=CC=C1)C=O)Cl trans-2,2-dichloro-3-phenylcyclopropanecarboxaldehyde